N-ethyl-5-fluoro-N-isopropyl-2-((5-(2-(1-((3-methoxypropyl)amino)-4-methylpentan-3-yl)-2,6-diazaspiro[3.4]octan-6-yl)-1,2,4-triazin-6-yl)oxy)benzamide C(C)N(C(C1=C(C=CC(=C1)F)OC1=C(N=CN=N1)N1CC2(CN(C2)C(CCNCCCOC)C(C)C)CC1)=O)C(C)C